3-(3-(difluoromethoxy)phenyl)-1-(5-fluoropyridin-2-yl)-N-(3-methyl-1,1-dioxidotetra-hydrothiophen-3-yl)-1,5,6,7-tetrahydropyrano[3,2-c]pyrazole-6-carboxamide FC(OC=1C=C(C=CC1)C=1C2=C(N(N1)C1=NC=C(C=C1)F)CC(CO2)C(=O)NC2(CS(CC2)(=O)=O)C)F